6-(2-((3aR,5r,6aS)-5-benzyl-5-hydroxyhexa-hydrocyclopenta[c]pyrrol-2(1H)-yl)acetyl)-3,4-dihydroquinolin-2(1H)-one C(C1=CC=CC=C1)C1(C[C@@H]2[C@@H](CN(C2)CC(=O)C=2C=C3CCC(NC3=CC2)=O)C1)O